dichloro-pentafluorobutene ClC(=CC(C(F)(F)F)(F)F)Cl